C(C)C(COC(C=C(C(=O)O)CC(=O)OCC(CCCC)CC)=O)CCCC aconitic acid di(2-ethylhexyl) ester